ClC1=CC(=C(N=N1)NC1CC(C1)(O)C)C 3-[(6-chloro-4-methyl-pyridazin-3-yl)amino]-1-methyl-cyclobutanol